FC=1C=C2C(CC3(N(C2=CC1)C)CCN(CC3)C(=O)OC(C)(C)C)=O tert-butyl 6'-fluoro-1'-methyl-4'-oxo-3',4'-dihydro-1'H-spiro[piperidine-4,2'-quinoline]-1-carboxylate